C(C)(C)(C)C1=NOC(=N1)C(=O)N[C@H]1CCCCC2=C1C=CC(=C2)C2=CC(=NC=C2)NC(=O)[C@@H]2[C@H](C2)C(F)(F)F 3-(tert-butyl)-N-((S)-2-(2-((1S,2S)-2-(trifluoromethyl)cyclopropane-1-carboxamido)pyridin-4-yl)-6,7,8,9-tetrahydro-5H-benzo[7]annulen-5-yl)-1,2,4-oxadiazole-5-carboxamide